monoaminoketone NC(=O)N